[Cs].C1(CC1)C1=CN=C(S1)NC(C(C)C=1C=C(C=NC1)C=1N=CC(=NC1)NC(C=C)=O)=O N-(5-(5-(1-(5-cyclopropylthiazol-2-yl)amino-1-oxopropan-2-yl)pyridin-3-yl)pyrazin-2-yl)acrylamide cesium